3-Fluoro-4-[(3S)-3-methylpiperazin-1-yl]-2-(trifluoromethyl)benzonitrile FC=1C(=C(C#N)C=CC1N1C[C@@H](NCC1)C)C(F)(F)F